OCC=1C(=NC=CC1C1=CN(C(C(=C1)NC1=NC=C(C=C1)C=1CCN(CC1)C1COC1)=O)C)N1C(C=2N(C=3CCCCC3C2)CC1)=O 2-[3-(hydroxymethyl)-4-[1-methyl-5-[[5-[1-(oxetan-3-yl)-3,6-dihydro-2H-pyridin-4-yl]-2-pyridyl]amino]-6-oxo-3-pyridyl]-2-pyridyl]-3,4,6,7,8,9-hexahydropyrazino[1,2-a]indol-1-one